Cl.Cl.NCC1C(C[C@@H](CC1)CCB(O)O)(C(=O)O)NC (5R)-2-(aminomethyl)-5-(2-boronoethyl)-1-(methylamino)cyclohexane-1-carboxylic acid dihydrochloride